BrC1=CC=C(C=C1)C=1C=NN(C1)C[C@](C(=O)NC1=CC(=C(C=C1)C#N)C(F)(F)F)(C)O (S)-3-(4-(4-bromophenyl)-1H-pyrazol-1-yl)-N-(4-cyano-3-(trifluoromethyl)phenyl)-2-hydroxy-2-methylpropanamide